(6,7-Dihydro-5H-pyrrolo[2,3-d]pyrimidin-4-yl)-methyl-[3-(propane-1-sulfonyl)-3-aza-spiro[5.5]undec-9-yl]-amine N1=CN=C(C2=C1NCC2)N(C2CCC1(CCN(CC1)S(=O)(=O)CCC)CC2)C